2,3,4,5-tetrakis(3,5-dibromophenyl)cyclopenta-2,4-dien-1-one BrC=1C=C(C=C(C1)Br)C=1C(C(=C(C1C1=CC(=CC(=C1)Br)Br)C1=CC(=CC(=C1)Br)Br)C1=CC(=CC(=C1)Br)Br)=O